ClC=1C=C(CO[C@@H]2C[C@H](C2)C(=O)NCC2=C(C(=C(C=C2)C(F)(F)F)C=2NC(C3=C(N2)CCC3)=O)F)C=CC1 trans-3-[(3-chlorobenzyl)oxy]-N-[2-fluoro-3-(4-oxo-4,5,6,7-tetrahydro-3H-cyclopenta[d]pyrimidin-2-yl)-4-(trifluoromethyl)benzyl]cyclobutane-1-carboxamide